1-(tert-butyl)-N-((3-(7-(((3S,4R)-3-fluoro-1-methylpiperidin-4-yl)amino)-3-(1-fluorovinyl)pyrazolo[1,5-a]pyridin-2-yl)-1,2,4-oxadiazol-5-yl)methyl)-1H-pyrrole-3-carboxamide C(C)(C)(C)N1C=C(C=C1)C(=O)NCC1=NC(=NO1)C1=NN2C(C=CC=C2N[C@H]2[C@H](CN(CC2)C)F)=C1C(=C)F